C(CCCCCCC)(=O)OC1=C(C=C(C=C1Br)C#N)Br (2,6-dibromo-4-cyanophenyl) octanoate